[Te-2].[Te-2].[Te-2].[Te-2].[Te-2].[Hf+4] Hafnium pentatelluride